ethyl 2-(exo-6-amino-3-azabicyclo[3.1.0]hexan-3-yl)-2-(4-(2-oxo-4-(piperazine-1-carboxamido)pyrimidin-1(2H)-yl)phenyl)acetate NC1C2CN(CC12)C(C(=O)OCC)C1=CC=C(C=C1)N1C(N=C(C=C1)NC(=O)N1CCNCC1)=O